O=C(CCC(=O)ON1C(CCC1=O)=O)C 2,5-dioxopyrrolidin-1-yl 4-oxopentanoate